ClC=1C=C2C=NN(C2=CC1)CC=1C=NC(=NC1)C1=CC=C(C=C1)OC 5-chloro-1-((2-(4-methoxyphenyl)pyrimidin-5-yl)methyl)-1H-indazole